FC1=C(C(=CC(=C1)OC)F)N1C(=NC(=C1)C(=O)N1CC(CCC1)O)NC(C1=CC=C(C=C1)OC(F)F)=O N-[1-(2,6-Difluoro-4-methoxyphenyl)-4-(3-hydroxypiperidine-1-carbonyl)-1H-imidazol-2-yl]-4-(difluoromethoxy)benzamide